2-fluoro-N-[(1R,3S)-3-{[6-fluoro-2-(trifluoromethyl)quinolin-4-yl]amino}cyclohexyl]-3-(propane-1-sulfonamido)benzamide FC1=C(C(=O)N[C@H]2C[C@H](CCC2)NC2=CC(=NC3=CC=C(C=C23)F)C(F)(F)F)C=CC=C1NS(=O)(=O)CCC